N1(CCCCC1)C(=O)C=1C=NC=C(C#N)C1 5-(piperidine-1-carbonyl)nicotinonitrile